C(CCCCCCC\C=C/CCCCCCCC)(=O)N.C(CCCCCCC\C=C/CCCCCCCC)(=O)N bisoleic acid amide